N-(1,1-dioxo-2,3-dihydrothiophen-3-yl)-7-methyl-2-oxo-1,2-dihydroquinoline-3-carboxamide O=S1(CC(C=C1)NC(=O)C=1C(NC2=CC(=CC=C2C1)C)=O)=O